2'-chloro-N-(5-(1-(difluoromethyl)-5-methyl-1H-pyrazole-3-carbonyl)-5,6-dihydro-4H-pyrrolo[3,4-d]thiazol-2-yl)-5'-methoxy-6-methyl-[4,4'-bipyridine]-3-carboxamide ClC1=NC=C(C(=C1)C1=C(C=NC(=C1)C)C(=O)NC=1SC2=C(N1)CN(C2)C(=O)C2=NN(C(=C2)C)C(F)F)OC